NCC(CO)CO 2-(aminomethyl)1,3-propanediol